(3r,5r,7r)-1-(4-(bromomethyl)-3-chlorophenyl)adamantane BrCC1=C(C=C(C=C1)C12CC3CC(CC(C1)C3)C2)Cl